F[C@@H]1C[C@@]2(CCCN2C1)COC=1N=C(C2=C(N1)C(=C(N=C2)C2=CC(=CC1=CC=C(C(=C21)C#C)F)O)F)N2CCC(CC2)O 1-(2-{[(2R,7aS)-2-fluoro-hexahydro-1H-pyrrolizin-7a-yl]methoxy}-7-(8-ethynyl-7-fluoro-3-hydroxynaphthalen-1-yl)-8-fluoropyrido[4,3-d]pyrimidin-4-yl)piperidin-4-ol